C(C1=CC=CC=C1)(C1=CC=CC=C1)(C1=CC=CC=C1)N1C=NC(=C1)C=O 1-trityl-4-formyl-imidazole